(S)-N-[1-(5-cyanopyrimidin-2-yl)pyrrolidin-3-yl]-4-(furo[3,2-c]pyridin-4-yl)benzamide C(#N)C=1C=NC(=NC1)N1C[C@H](CC1)NC(C1=CC=C(C=C1)C1=NC=CC2=C1C=CO2)=O